N-[(1S,2S)-2-Hydroxycyclohexyl]-4-[4-(4-methoxypyridin-3-yl)-benzyl]-pyrrolo[1,2-b]pyridazine-2-carboxamide O[C@@H]1[C@H](CCCC1)NC(=O)C=1C=C(C=2N(N1)C=CC2)CC2=CC=C(C=C2)C=2C=NC=CC2OC